1,9-nonandiol acrylate C(C=C)(=O)OCCCCCCCCCO